ClC=1C(N(C(=CC1OC([2H])([2H])C1=NC=C(C=C1F)F)C)C1=CC(=NC=C1C)N1N=C(C(=C1)F)C(C)(C)NC(CC)=O)=C=O (S)-N-(2-(1-(3-chloro-4-((3,5-difluoropyridin-2-yl)methoxy-d2)-5',6-dimethyl-2-carbonyl-2H-[1,4'-bipyridyl]-2'-yl)-4-fluoro-1H-pyrazol-3-yl)propan-2-yl)propanamide